(2R,3S,5R)-5-(6-amino-2-fluoro-9H-purin-9-yl)-2-ethynyl-2-((((((S)-1-(octadecyloxy)-1-oxo-3-phenylpropan-2-yl)amino)(phenoxy)phosphoryl)oxy)methyl)tetrahydrofuran-3-yl icosanoate C(CCCCCCCCCCCCCCCCCCC)(=O)O[C@@H]1[C@](O[C@H](C1)N1C2=NC(=NC(=C2N=C1)N)F)(COP(=O)(OC1=CC=CC=C1)N[C@H](C(=O)OCCCCCCCCCCCCCCCCCC)CC1=CC=CC=C1)C#C